2,10-dimethoxydibenzo[d,f][1,3,2]dioxaphosphepin COC1=CC2=C(OPOC3=C2C=C(C=C3)OC)C=C1